FC1=C(C=C(C(=C1)OC=1C=CC2=CN(N=C2C1)C)C)NC=1C2=C(N=CN1)C=CC(=N2)OC2CCN(CC2)C(=O)OC(C)(C)C tert-butyl 4-{[4-({2-fluoro-5-methyl-4-[(2-methyl-2H-indazol-6-yl)oxy]phenyl}amino)pyrido[3,2-d]pyrimidin-6-yl]oxy}piperidine-1-carboxylate